1-(azetidin-3-ylmethyl)-3-methoxypyrrolidine dihydrochloride Cl.Cl.N1CC(C1)CN1CC(CC1)OC